NCC=1SC=C(N1)C=1SC[C@](N1)(C(=O)O)C (R)-2'-(aminomethyl)-4-methyl-4,5-dihydro-[2,4'-bithiazole]-4-carboxylic acid